tert-butyl N-[[4-[[7-[bis[(2,4-dimethoxyphenyl)methyl]amino]-2-butyl-4-isopropoxy-imidazo[4,5-d]pyridazin-3-yl]methyl]phenyl]methyl]-N-methyl-carbamate COC1=C(C=CC(=C1)OC)CN(C=1N=NC(=C2C1N=C(N2CC2=CC=C(C=C2)CN(C(OC(C)(C)C)=O)C)CCCC)OC(C)C)CC2=C(C=C(C=C2)OC)OC